FC1=C(C=C(C=C1)NC(C=C)=O)NC1=NC(=NC=C1C1=CC(=C(C=C1)N1CCCC1)F)NC=1C=NN(C1)C N-(4-fluoro-3-((5-(3-fluoro-4-(pyrrolidin-1-yl)phenyl)-2-((1-methyl-1H-pyrazol-4-yl)amino)pyrimidin-4-yl)amino)phenyl)acrylamide